2-methoxy-6-(naphthalen-1-yl)-5H-pyrrolo[3,2-b:5,4-c']dipyridine fumarate C(\C=C\C(=O)O)(=O)O.COC1=CC=C2C(=N1)C1=C(C(=NC=C1)C1=CC=CC3=CC=CC=C13)N2